C1=CC=CC=2C3=CC=CC=C3C(C12)COC(=O)N[C@H](C(=O)O)CC1=CN(C2=CC=CC=C12)CCO (2S)-2-({[(9H-fluoren-9-yl)methoxy]carbonyl}amino)-3-[1-(2-hydroxyethyl)-1H-indol-3-yl]propanoic acid